tert-Butyl 3-(3,5-difluorophenyl)piperazine-1-carboxylate FC=1C=C(C=C(C1)F)C1CN(CCN1)C(=O)OC(C)(C)C